O=C(CCC)C1=CC=C(OC2=NC=CC=C2C(=O)O)C=C1 2-[4-(1-oxobutyl)phenoxy]-3-picolinic acid